sodium 8-anilino-1-naphthalenesulfonate N(C1=CC=CC=C1)C=1C=CC=C2C=CC=C(C12)S(=O)(=O)[O-].[Na+]